[I-].FC(C(C(C(C(C(C(S(=O)(=O)NCCC[N+](C)(C)C)(F)F)(F)F)(F)F)(F)F)(F)F)(F)F)(C(F)(F)F)F 3-[[(heptadecafluorooctyl)sulfonyl]amino]-N,N,N-trimethyl-1-propanaminium iodide